N-(2-(4-(4-cyclopropylpiperazine-1-yl)piperidine-1-yl)-5-((6-((R)-3-(3,5-difluorophenyl)-isoxazolidine-2-yl)pyrimidine-4-yl)amino)-4-ethoxyphenyl)acrylamide C1(CC1)N1CCN(CC1)C1CCN(CC1)C1=C(C=C(C(=C1)OCC)NC1=NC=NC(=C1)N1OCC[C@@H]1C1=CC(=CC(=C1)F)F)NC(C=C)=O